FC=1C=C(NC(C)C=2C=C(C=C3C(C=C(OC23)N2CCOCC2)=O)S(=O)(=O)F)C=C(C1)F 8-[1-(3,5-difluoroanilino)ethyl]-2-morpholino-4-oxo-chromene-6-sulfonyl fluoride